1-[3-(diethoxyethylsilyl)-propyl]-3-ethylimidazolidine C(C)OC(C[SiH2]CCCN1CN(CC1)CC)OCC